[Si](C1=CC=CC=C1)(C1=CC=CC=C1)(C(C)(C)C)O[C@H]1C[C@@H](N(C1)C(=O)OC(C)(C)C)CO tert-butyl (2R,4S)-4-((tert-butyldiphenylsilyl)oxy)-2-(hydroxymethyl)pyrrolidine-1-carboxylate